C1N(CCC2=CC=CC=C12)C[C@H](CN1C(C2=CC=C(C=C2CC1)N1CCC(CC1)CN(C)C)=O)O 2-[(2R)-3-(3,4-dihydro-1H-isoquinolin-2-yl)-2-hydroxy-propyl]-6-[4-[(dimethylamino)methyl]-1-piperidinyl]-3,4-dihydroisoquinolin-1-one